C(C)(=O)C[C@H]1O[C@@H]([C@H]([C@H]1CC(=O)[O-])CC(=O)[O-])C=1C(NC(NC1)=O)=O (2R,3R,4S,5S)-2-(acetylmethyl)-5-(2,4-dioxo-1,2,3,4-tetrahydropyrimidin-5-yl)tetrahydrofuran-3,4-diyldiacetate